C1(=CC=CC=C1)CCC(C(=O)O)S.ClCCOP(O)(=O)OP(=O)(O)OP(=O)(O)O.COC=1C(=CC(=C(C1)N1CCN(CC1)C1CCN(CC1)CC1CCNCC1)C)[N+](=O)[O-] 1-(5-methoxy-2-methyl-4-nitrophenyl)-4-(1-(piperidin-4-ylmethyl)piperidin-4-yl)piperazine beta-chloroethyl-triphosphate 2-phenyl-ethyl-thioglycolate